nitrogen 3HBr Br.Br.Br.[N]